(6R,7S)-6-(3-cyanophenyl)-4-azaspiro[2.4]heptane-7-carbonitrile C(#N)C=1C=C(C=CC1)[C@@H]1CNC2(CC2)[C@H]1C#N